CO[C@@H]1[C@H](CC1)NC(=O)C=1C=NN2C1N=C(C=C2NC[2H])NC=2C(N(C=CC2)C2=NC=CC=C2)=O N-((1S,2S)-2-(methoxy)cyclobutyl)-7-(deuteromethyl-amino)-5-((2-oxo-2H-[1,2'-bipyridyl]-3-yl)amino)-pyrazolo[1,5-a]pyrimidine-3-carboxamide